(R)-N-(1,1-Dioxido-2,3-dihydrothiophen-3-yl)-6,8-difluoro-2-oxo-7-(trifluoromethyl)-1,2-dihydroquinoline-3-carboxamide O=S1(C[C@@H](C=C1)NC(=O)C=1C(NC2=C(C(=C(C=C2C1)F)C(F)(F)F)F)=O)=O